COC1=NC(=CC=C1C=1C=NN2C1N=C(C=C2)N(CCN(C(OC(C)C)=O)C)C)C isopropyl (2-((3-(2-methoxy-6-methylpyridin-3-yl)pyrazolo[1,5-a]pyrimidin-5-yl)(methyl)amino)ethyl)(methyl)carbamate